N1(C2=C(OCC13CC3)N=C3C(=C2)C=CN3)C3=C(C(=O)N)C=CC=C3 2-(3'H-spiro[cyclopropan-1,2'-pyrrolo[3',2':5,6]pyrido[2,3-b][1,4]oxazin]-1'(6'H)-yl)benzamide